9-(1-((6-chloro-2-(2-methyl-2H-tetrazol-5-yl)pyridin-3-yl)amino)ethyl)-3-(6,7-dihydro-4H-pyrazolo[5,1-c][1,4]oxazin-3-yl)-4,7-dimethylimidazo[1,5-a]quinazolin-5(4H)-one ClC1=CC=C(C(=N1)C=1N=NN(N1)C)NC(C)C=1C=C(C=C2C(N(C=3N(C12)C=NC3C=3C=NN1C3COCC1)C)=O)C